C1(CC1)C=1C=NN2C1C(=CC(=C2)C=2N=NN(C2C)C2CCN(CC2)C(=O)OC(C)(C)C)O tert-Butyl 4-[4-(3-cyclopropyl-4-hydroxy-pyrazolo[1,5-a]pyridin-6-yl)-5-methyl-triazol-1-yl]piperidine-1-carboxylate